C(C)(=O)C1=CN(C2=CC=C(C=C12)C1=CN=NC=C1)CC(=O)N1[C@@H](C[C@H](C1)F)C(=O)N[C@@H]1[C@H](CCCC1)O (2S,4R)-1-(2-(3-acetyl-5-(pyridazin-4-yl)-1H-indol-1-yl)acetyl)-4-fluoro-N-((1S,2S)-2-hydroxycyclohexyl)pyrrolidin-2-carboxamide